tert-butyl (4-((5-(methylsulfonyl)-1-phenylpiperidin-3-yl)oxy)benzyl)carbamate CS(=O)(=O)C1CC(CN(C1)C1=CC=CC=C1)OC1=CC=C(CNC(OC(C)(C)C)=O)C=C1